4-(2-(2-Aminopyridin-3-yl)-5-phenyl-3H-imidazo[4,5-b]pyridin-3-yl)benzaldehyde NC1=NC=CC=C1C1=NC=2C(=NC(=CC2)C2=CC=CC=C2)N1C1=CC=C(C=O)C=C1